1-[2-[2-[[3-(2-amino-6-chloro-pyrimidin-4-yl)-1-(difluoromethyl)pyrazol-4-yl]methyl]phenoxy]ethyl]-4-(2-hydroxyethyl)piperazin-2-one NC1=NC(=CC(=N1)C1=NN(C=C1CC1=C(OCCN2C(CN(CC2)CCO)=O)C=CC=C1)C(F)F)Cl